FC1([C@@H]([C@H](CCC1)N1CCN(CC1)C(C)C)NC(=O)N1C[C@@H]2[C@H](C1)CC(C2)C2=NC=CC=N2)F (3aR,5R,6aS)-N-{(1R,6S)-2,2-difluoro-6-[4-(propan-2-yl)piperazin-1-yl]cyclohexyl}-5-(pyrimidine-2-yl)hexahydrocyclopenta[c]pyrrole-2(1H)-carboxamide